B(O)OBO.B(O)OBO.OC(C)(C)C(C)(C)O pinacol bisdiboronate